FC1=C(C(=CC=2NC(=NC21)OC=2C=CC(=C(C(=O)O)C2)C)F)C2=CC=C(C=C2)C2=CC=C(C=C2)C=O 5-((4,6-difluoro-5-(4'-formyl-[1,1'-biphenyl]-4-yl)-1H-benzo[d]imidazol-2-yl)oxy)-2-methylbenzoic acid